tert-butyl (R)-(1-(5-(4-((5-(1H-pyrazol-5-yl)pyridin-2-yl)oxy)phenyl)-2H-tetrazol-2-yl)-3-((tert-butyldimethylsilyl)oxy)propan-2-yl)carbamate N1N=CC=C1C=1C=CC(=NC1)OC1=CC=C(C=C1)C=1N=NN(N1)C[C@H](CO[Si](C)(C)C(C)(C)C)NC(OC(C)(C)C)=O